CN1C(=C(C=C1C=1C=C2CCNCC2=CC1C(=O)N1CC2=CC=CC=C2C[C@H]1CN1CCCCC1)C(=O)OCC)C ethyl 1,2-dimethyl-5-(7-{[(3S)-3-(piperidin-1-ylmethyl)-3,4-dihydro-1H-isoquinolin-2-yl]carbonyl}-1,2,3,4-tetrahydroisoquinolin-6-yl)pyrrole-3-carboxylate